[Si](C)(C)(C(C)(C)C)ONC1=C(C=CC(=C1)Cl)F [tert-butyl(dimethyl)silyl]oxy-5-chloro-2-fluoro-aniline